1-(7Z,10Z,13Z,16Z-docosatetraenoyl)-2-(9Z-hexadecenoyl)-glycero-3-phosphocholine C(C=CC=C\C=C/C=CCCCCCCCCCCCCC)(=O)OCC(OC(C=CCCCCCCCCCCCCC)=O)COP(=O)([O-])OCC[N+](C)(C)C